(9,9-bis[4-(2-hydroxyethoxy)phenyl])Fluorene OCCOC1=CC=C(C=C1)C1(C2=CC=CC=C2C=2C=CC=CC12)C1=CC=C(C=C1)OCCO